C(C)(C)(C)OC(=O)N1C(CC2=CC=CC=C12)(CCN=C(C1=CC=CC=C1)C1=CC=CC=C1)C#N 2-cyano-2-(((diphenylmethylene)amino)ethyl)-1H-indole-1-carboxylic acid tert-butyl ester